O=C1NC(CCC1N1C(C2=CC=C(C=C2C1=O)CN1CCC(=CC1)C=1SC=CC1C)=O)=O 2-(2,6-dioxopiperidin-3-yl)-5-((4-(3-methylthiophen-2-yl)-3,6-dihydropyridin-1(2H)-yl)methyl)isoindoline-1,3-dione